COC1=C(C=C(C=C1)C(C)S=C(C)[O-])[N+](=O)[O-] S-[1-(4-methoxy-3-nitrophenyl)ethyl]ethanethioate